N-{[4-(benzenesulfonyl)phenyl]methyl}-5-(pyridin-3-yl)-1H-pyrazole-3-carboxamide C1(=CC=CC=C1)S(=O)(=O)C1=CC=C(C=C1)CNC(=O)C1=NNC(=C1)C=1C=NC=CC1